6-cyclopropyl-2-methyl-2,3-dihydropyrido[3,4-d]pyridazin-1,4,7(6H)-trione C1(CC1)N1C=C2C(NN(C(C2=CC1=O)=O)C)=O